2,4-DIAMINOPYRIMIDINE OXIDE NC1=[N+](C=CC(=N1)N)[O-]